(E)-1-methyl-4-(phenyldiazenyl)-1H-pyrazole CN1N=CC(=C1)\N=N\C1=CC=CC=C1